nickel-tin copper [Cu].[Sn].[Ni]